5-bromo-2'-chloro-[1,1'-biphenyl]-2-carboxylic acid BrC1=CC=C(C(=C1)C1=C(C=CC=C1)Cl)C(=O)O